N-Benzhydryl-propan-1-amine C(C1=CC=CC=C1)(C1=CC=CC=C1)NCCC